C(C)N1C2=CC=CC=C2C=2C=C(C=CC12)C=C(C#N)C#N ((9-Ethyl-9H-carbazol-3-yl)methylene)malononitrile